C(C=C)(=O)O.C(C=C)(=O)O.C(C=C)(=O)O.C1(CCCCCO1)=O caprolactone triacrylate